CCN(CCO)CCO 2,2'-((2-ethyl)azanediyl)bis(ethan-1-ol)